2,6-dichloro-1-methyl-1H-indole-3-carbaldehyde ClC=1N(C2=CC(=CC=C2C1C=O)Cl)C